N-(4-{[6-(5-chloro-2-fluoro-phenyl)pyridazin-4-yl]amino}-quinolin-7-yl)-3-(4-methyl-piperazin-1-yl)propanamide ClC=1C=CC(=C(C1)C1=CC(=CN=N1)NC1=CC=NC2=CC(=CC=C12)NC(CCN1CCN(CC1)C)=O)F